iron (p-toluenesulfonate) CC1=CC=C(C=C1)S(=O)(=O)[O-].[Fe+2].CC1=CC=C(C=C1)S(=O)(=O)[O-]